N,N-bis(4-sulfobutyl)-3-methylaniline disodium salt CC1=CC(=CC=C1)N(CCCCS(=O)(=O)[O-])CCCCS(=O)(=O)[O-].[Na+].[Na+]